C1(CC1)NC(=O)NN N-cyclopropylhydrazinecarboxamide